CN1N=CC=C1C1C=NC=2N1C1(C(N2)=O)CC1 3'-(2-methylpyrazol-3-yl)spiro[cyclopropane-1,5'-imidazo[1,2-a]imidazole]-6'-one